7-(2-chlorophenyl)-6-[4-[4-(dimethoxymethyl)-1-piperidyl]phenyl]-3-tetrahydropyran-2-yl-9,10-dihydro-8H-cyclohepta[e]indazole ClC1=C(C=CC=C1)C1=C(C2=C(C=3C=NN(C3C=C2)C2OCCCC2)CCC1)C1=CC=C(C=C1)N1CCC(CC1)C(OC)OC